(3R,4R)-4-((dibenzylamino)methyl)-3-Methoxypiperidine-1-carboxylic acid tert-butyl ester C(C)(C)(C)OC(=O)N1C[C@@H]([C@H](CC1)CN(CC1=CC=CC=C1)CC1=CC=CC=C1)OC